COC(=O)C1(CCC(CC1)=O)N Methyl-1-amino-4-oxocyclohexancarboxylat